(E)-2-(prop-1-en-2-yl)-5-(2-(thiophen-3-yl)vinyl)benzene-1,3-diol C=C(C)C1=C(C=C(C=C1O)\C=C\C1=CSC=C1)O